[Si](C)(C)(C(C)(C)C)OCCC1=C(C=CC=C1)N1CN=CC2=C1N=C(C(=C2)Cl)Cl 1-(2-(2-((tert-butyldimethylsilyl)oxy)ethyl)phenyl)-6,7-dichloropyrido[2,3-d]Pyrimidine